C1(=CC=CC=C1)S(=O)(=O)N1COC(C2=C1C=CC=C2)C=C 1-(benzenesulfonyl)-4-vinyl-1,4-dihydro-2H-benzo[d][1,3]oxazine